NC=1SC2=C(N1)CC[C@@H](C2)NCCC (S)-2-amino-4,5,6,7-tetrahydro-6-(propylamino)benzothiazole